N-(1-((1S,3R)-3-(1,1-difluoroethyl)cyclopentyl)-2-oxo-1,2-dihydropyridin-3-yl)-2-(4,4-dimethyl-1,4-azasilinan-1-yl)-4-((2-hydroxyethyl)sulfonamido)benzamide FC(C)(F)[C@H]1C[C@H](CC1)N1C(C(=CC=C1)NC(C1=C(C=C(C=C1)NS(=O)(=O)CCO)N1CC[Si](CC1)(C)C)=O)=O